α-pyrrolidone C1CC(=O)NC1